1-(4-((4-(3-(4-(methoxy)phenyl)-3-oxoprop-1-en-1-yl)phenyl)thio)phenyl)octan-1-one COC1=CC=C(C=C1)C(C=CC1=CC=C(C=C1)SC1=CC=C(C=C1)C(CCCCCCC)=O)=O